Cyclopropyl (1H-imidazol-4-yl) ketone N1C=NC(=C1)C(=O)C1CC1